BrC1=CC=C(C=C1)C=1C=CC2=C(SC3=C2C=CC=C3)C1 3-(4-bromophenyl)dibenzo[b,d]thiophene